5-(4-chlorofuro[2,3-d]pyrimidin-6-yl)-1H-pyrimidine-2,4-dione ClC=1C2=C(N=CN1)OC(=C2)C=2C(NC(NC2)=O)=O